NC1=CC(=C2C(N(CCCCCC(C3=NN=C(C1=N2)O3)(C(F)(F)F)O)C3(CC3)C3=CC=C(C=C3)C(C)(C)C)=O)C(F)(F)F 17-amino-12-[1-(4-tert-butylphenyl)cyclopropyl]-6-hydroxy-6,15-bis(trifluoromethyl)-19-oxa-3,4,12,18-tetrazatricyclo[12.3.1.12,5]nonadeca-1(18),2,4,14,16-pentaen-13-one